OC1=CC(=CC(=C1)NC)O 1,3-dihydroxy-5-(methylamino)benzene